N-(1-Cyclopropyl-1H-pyrazol-3-yl)-5-methyl-2-(1-methyl-1H-imidazol-2-yl)-6-(1-methyl-1H-pyrazol-3-yl)pyrrolo[2,1-f][1,2,4]triazin-4-amine C1(CC1)N1N=C(C=C1)NC1=NC(=NN2C1=C(C(=C2)C2=NN(C=C2)C)C)C=2N(C=CN2)C